ClC=1C=[N+](C=C(C1C[C@H](OC(C1=CC(=C(C=C1)OC)OS(=O)(=O)C=C)=O)C1=CC(=C(C=C1)OC(F)F)OCC1CC1)Cl)[O-] (S)-3,5-dichloro-4-(2-(3-(cyclopropylmethoxy)-4-(difluoromethoxy)phenyl)-2-(4-methoxy-3-(vinylsulfonyloxy)benzoyloxy)-ethyl)pyridine 1-oxide